3-(3-acrylamido-4-methylphenyl)-2-(4-(4-methylpiperazin-1-yl)phenyl)-N-(3-sulfamoylbenzyl)-1H-pyrrolo[2,3-b]pyridine-5-carboxamide C(C=C)(=O)NC=1C=C(C=CC1C)C1=C(NC2=NC=C(C=C21)C(=O)NCC2=CC(=CC=C2)S(N)(=O)=O)C2=CC=C(C=C2)N2CCN(CC2)C